3-fluoro-2'-(quinoxalin-6-yl)-[1,1'-biphenyl] FC=1C=C(C=CC1)C1=C(C=CC=C1)C=1C=C2N=CC=NC2=CC1